2'-(2-hydroxypyridin-4-yl)-5',6'-dihydrospiro[cyclopentane-1,7'-pyrrolo[3,2-c]pyridin]-4'(1'H)-one OC1=NC=CC(=C1)C1=CC=2C(NCC3(C2N1)CCCC3)=O